(S)-4-(2-(5-Fluoropyridin-2-yl)-6-methyl-6-(oxetan-3-ylmethyl)-4,5,6,7-tetrahydropyrazolo[1,5-a]pyridin-3-yl)-1H-pyrazolo[3,4-b]pyridine FC=1C=CC(=NC1)C1=NN2C(CC[C@](C2)(CC2COC2)C)=C1C1=C2C(=NC=C1)NN=C2